CN(C(CNC(=O)C1=CC2=C(N3C(S2)=NC(=C3)C3=CC=C(C=C3)C(NC)=O)C=C1)CC)C N-(2-(dimethylamino)butyl)-2-(4-(methylcarbamoyl)phenyl)benzo[d]imidazo[2,1-b]thiazole-7-carboxamide